ClC=1C=NC(=NC1)N1CCC2(C(C2)COCC2=CC(=C(C=C2)CC(=O)N2CC(C2)CNC[C@@H]([C@H]([C@@H]([C@@H](CO)O)O)O)O)F)CC1 2-[4-[[6-(5-chloropyrimidin-2-yl)-6-azaspiro[2.5]octan-2-yl]methoxymethyl]-2-fluoro-phenyl]-1-[3-[[[(2S,3R,4R,5R)-2,3,4,5,6-pentahydroxyhexyl]amino]methyl]azetidin-1-yl]ethanone